NC=1SC2=C(N1)C=CC(=C2)C=2C=NC(=C(C(=O)NC(C)C1=C(C=CC=C1OC(F)(F)F)F)C2)OC 5-(2-aminobenzo[d]thiazol-6-yl)-N-(1-(2-fluoro-6-(trifluoromethoxy)phenyl)ethyl)-2-methoxynicotinamide